4-(4-bromobutoxy)phenyl-3-(4-nitrophenyl)-2-propen-1-one BrCCCCOC1=CC=C(C=C1)C(C=CC1=CC=C(C=C1)[N+](=O)[O-])=O